((tert-butyldiphenylsilyl)oxy)spiro[2.5]octane-1-carboxylic acid methyl ester COC(=O)C1(CC12CCCCC2)O[Si](C2=CC=CC=C2)(C2=CC=CC=C2)C(C)(C)C